6-(trifluoro-methyl)pyridine-3-carboxaldehyde FC(C1=CC=C(C=N1)C=O)(F)F